(isocyanoimino)triphenylphosphine [N+](#[C-])N=P(C1=CC=CC=C1)(C1=CC=CC=C1)C1=CC=CC=C1